1-(4-(2,6-dioxopiperidin-3-yl)-3,5-difluorophenyl)azetidin-3-yl (1R,2R,4S)-bicyclo[2.2.1]heptan-2-ylcarbamate [C@@H]12[C@@H](C[C@@H](CC1)C2)NC(OC2CN(C2)C2=CC(=C(C(=C2)F)C2C(NC(CC2)=O)=O)F)=O